ethyl 1-(4-(difluoromethoxy) phenyl)-5-isopropyl-3-methyl-1H-pyrazole-4-carboxylate FC(OC1=CC=C(C=C1)N1N=C(C(=C1C(C)C)C(=O)OCC)C)F